CN1N=C(C=C1B1OC(C(O1)(C)C)(C)C)C=O 1-methyl-5-(4,4,5,5-tetramethyl-1,3,2-dioxaborolan-2-yl)-1H-pyrazole-3-carbaldehyde